3-(6-oxo-6,8-dihydrospiro[furo[2,3-e]isoindole-2,4-piperidin]-7(3H)-yl)piperidine-2,6-dione O=C1N(CC2=C3C(=CC=C12)CC1(CCNCC1)O3)C3C(NC(CC3)=O)=O